2-amino-3,5-dimethylpyridine NC1=NC=C(C=C1C)C